C(C)(C)(C)C1=C(C(=CC(=C1)C)N1N=C2C(=N1)C=CC(=C2)Cl)O 2-Tert-butyl-6-(5-chlorobenzotriazol-2-yl)-4-methylphenol